N-[(1S,2S)-2-[(3,4-difluorophenoxy)methyl]cyclopentyl]-3-pyrimidin-2-yl-pyridine-2-carboxamide FC=1C=C(OC[C@@H]2[C@H](CCC2)NC(=O)C2=NC=CC=C2C2=NC=CC=N2)C=CC1F